(2S-4R)-1-((2-(4-(3-amino-6-(2-hydroxyphenyl)pyridazin-4-yl)phenoxy)acetyl)-L-valyl)-N-(4-(4-(difluoromethyl)thiazol-5-yl)benzyl)-4-hydroxypyrrolidine-2-carboxamide NC=1N=NC(=CC1C1=CC=C(OCC(=O)N[C@@H](C(C)C)C(=O)N2[C@@H](C[C@H](C2)O)C(=O)NCC2=CC=C(C=C2)C2=C(N=CS2)C(F)F)C=C1)C1=C(C=CC=C1)O